(fluoromethyl)triphenylphosphanium FC[P+](C1=CC=CC=C1)(C1=CC=CC=C1)C1=CC=CC=C1